tert-butyl 3-[5-(tert-butoxycarbonylamino)-6-(4,4-dimethylcyclohexen-1-yl)-2-pyridyl]-3,9-diazabicyclo[3.3.1]-nonane-9-carboxylate C(C)(C)(C)OC(=O)NC=1C=CC(=NC1C1=CCC(CC1)(C)C)N1CC2CCCC(C1)N2C(=O)OC(C)(C)C